FC(C(=O)O)(F)F.O1C(NN=C1)=O 1,3,4-oxadiazol-2(3H)-one trifluoroacetate